CC1=NN=NN1C1=NC(=NC=C1)N1CCN(CC1)C(=O)N1N=CC[C@H]1C=1C=NC=C(C#N)C1 (S)-5-(1-(4-(4-(5-methyl-1H-tetrazol-1-yl)pyrimidin-2-yl)piperazine-1-carbonyl)-4,5-dihydro-1H-pyrazol-5-yl)nicotinonitrile